C(C)(C)(C)C=1C=C(C=CC(=O)NC(=N)N)C=CC1 3-t-butylcinnamoylguanidine